2-((3-(4-(2-cyclopropylethyl)phenyl)-1,2,4-oxadiazol-5-yl)methyl)acrylic acid C1(CC1)CCC1=CC=C(C=C1)C1=NOC(=N1)CC(C(=O)O)=C